Cl.N1=C2C(=CC(=C1)C(=O)N)CNC2 6,7-dihydro-5H-pyrrolo[3,4-b]pyridine-3-carboxamide hydrochloride